N-[2-Ethylmethylamino-6-(4-fluoro-benzylamino)-pyridin-3-yl]-3-(3-fluoro-phenyl)-propionamide C(C)C1=NC(=CC(=C1NC(CCC1=CC(=CC=C1)F)=O)NC)NCC1=CC=C(C=C1)F